benzo[lmn]diperimidino[2,1-b:2',1'-i][3,8]phenanthroline-10,21-dione C1=CC=C2C=CC=C3N=C4C5=C6C7=C(C(N8C(C7=CC=C6C(N4C1=C32)=O)=NC3=CC=CC2=CC=CC8=C32)=O)C=C5